P(O)(O)(=S)O[C@H]1[C@H]([C@@H](O[C@@H]1CO)N1C=NC=2C(=O)NC(N)=NC12)OC.C(C)C1=C(C(=CC(=C1N)CC)CC)N 2,4,6-triethyl m-phenylenediamine O-methylguanosine-3'-phosphorothioate